COCCN(CCCCCCCC\C=C/C\C=C/CCCCC)CCCCCCCC\C=C/C\C=C/CCCCC (9Z,12Z)-N-(2-Methoxyethyl)-N-((9Z,12Z)-octadeca-9,12-dien-1-yl)octadeca-9,12-dien-1-amine